ClC1=C2C(=NC=C1)NCC2(C2CC2)C=2C=C(C=CC2)N2C(CN(CC2)C(COC2CCN(CC2)C=2C=C1CN(C(C1=CC2)=O)C2C(NC(CC2)=O)=O)=O)=O 3-[5-(4-{2-[4-(3-{4-chloro-3-cyclopropyl-1H-pyrrolo[2,3-b]pyridin-3-yl}phenyl)-3-oxopiperazin-1-yl]-2-oxoethoxy}piperidin-1-yl)-1-oxo-3H-isoindol-2-yl]piperidine-2,6-dione